C(#N)C=1C=CC(=NC1)COC=1C=C(C=CC1)N1CCN(CC1)CC1=NC=2C(=NC(=CC2)C(=O)O)N1C[C@H]1OCC1 (S)-2-((4-(3-((5-cyanopyridin-2-yl)methoxy)phenyl)piperazin-1-yl)methyl)-3-(oxetane-2-yl-methyl)-3H-imidazo[4,5-b]pyridine-5-carboxylic acid